nonyl 8-((6-((4,4-bis(((Z)-oct-5-en-1-yl)oxy)butanoyl)oxy)hexyl)(4-hydroxybutyl)amino)octanoate C(CCC\C=C/CC)OC(CCC(=O)OCCCCCCN(CCCCCCCC(=O)OCCCCCCCCC)CCCCO)OCCCC\C=C/CC